BrC=1C=C(C=NC1OC)NC(OC(C)(C)C)=O tert-butyl N-(5-bromo-6-methoxypyridin-3-yl)carbamate